5-sulfo-4'-diethylamino-2,2'-dihydroxyazobenzene S(=O)(=O)(O)C=1C=CC(=C(C1)N=NC1=C(C=C(C=C1)N(CC)CC)O)O